O1CCC2=C1C=CC(=C2)C2=NN(C1=NC(=NC(=C12)N)NC=1C(=NN(C1)C)C)C(C)C 3-(2,3-Dihydro-1-benzofuran-5-yl)-N6-(1,3-dimethyl-1H-pyrazol-4-yl)-1-isopropyl-1H-pyrazolo[3,4-d]pyrimidine-4,6-diamine